FC=1C(=NC=CC1)C1(CC1)C=1C=C2C(=CC=NC2=CC1)C(=O)O 6-(1-(3-fluoropyridin-2-yl)cyclopropyl)quinoline-4-carboxylic acid